((3R,4R)-4-(((6-(cyclopropyl(3-(trifluoromethoxy)benzyl)amino)-5-fluoropyrimidin-4-yl)amino)methyl)-3-hydroxypiperidin-1-yl)acetamide C1(CC1)N(C1=C(C(=NC=N1)NC[C@@H]1[C@H](CN(CC1)CC(=O)N)O)F)CC1=CC(=CC=C1)OC(F)(F)F